2-(6-{[(5r,7r)-5-methyl-4-azaspiro[2.5]oct-7-yl]oxy}pyridazin-3-yl)-5-[1-(2H3)methyl-1H-pyrazol-4-yl]pyridin-3-ol dihydrochloride Cl.Cl.C[C@H]1NC2(CC2)C[C@@H](C1)OC1=CC=C(N=N1)C1=NC=C(C=C1O)C=1C=NN(C1)C([2H])([2H])[2H]